1-meta-iodobenzylguanidine IC=1C=C(CNC(=N)N)C=CC1